N2-acetyl-S-(2-amino-9-(4-cyano-benzyl)-6-oxo-6,9-dihydro-1H-purin-8-yl)-N-(21-chloro-3,6,9,12,15-pentaoxa-henicos-1-yl)-L-cysteinamide C(C)(=O)N[C@@H](CSC=1N(C=2N=C(NC(C2N1)=O)N)CC1=CC=C(C=C1)C#N)C(=O)NCCOCCOCCOCCOCCOCCCCCCCl